tert-butyl 3-[(5-[[(8-fluoro-1,2,3,5,6,7-hexahydro-s-indacen-4-yl)carbamoyl]aminosulfonyl]-3-(2-hydroxypropan-2-yl)furan-2-yl)methoxy]azetidine-1-carboxylate FC=1C=2CCCC2C(=C2CCCC12)NC(=O)NS(=O)(=O)C1=CC(=C(O1)COC1CN(C1)C(=O)OC(C)(C)C)C(C)(C)O